NC1=CC(=C(C=N1)N1C=C(C(C2=CC(=C(N=C12)N1CC=2C=CC=NC2CC1)Cl)=O)C(=O)O)C 1-(6-amino-4-meth-ylpyridin-3-yl)-6-chloro-7-(7,8-di-hydro-1,6-naphthyridin-6(5H)-yl)-4-oxo-1,4-dihydro-1,8-naphthyridine-3-carboxylic acid